FC1=CC=C(CC2=C(N=C(N=N2)C)NC2CCN(CC2)C)C=C1 6-(4-Fluorobenzyl)-3-methyl-N-(1-methylpiperidin-4-yl)-1,2,4-triazin-5-amine